1,4-dihydro-7H-pyrazolo[4,3-d]pyrimidin-7-one N1N=CC=2NC=NC(C21)=O